3-[4-(4-Aminopiperidin-1-yl)-3-(3,5-difluorophenyl)cinnolin-6-yl]-5-fluorobenzamid NC1CCN(CC1)C1=C(N=NC2=CC=C(C=C12)C=1C=C(C(=O)N)C=C(C1)F)C1=CC(=CC(=C1)F)F